O[C@@H]1C[C@H](N(C1)C(C(C(C)C)C1=CC(=NO1)OC)=O)C=1NC=C(N1)C(=O)O 2-[(2S,4R)-4-hydroxy-1-[2-(3-methoxy-1,2-oxazol-5-yl)-3-methylbutanoyl]pyrrolidin-2-yl]-1H-imidazole-4-carboxylic acid